O=C1C(=CC(C2=CC=CC=C12)=O)OC(C(C)OC1=CC=C(C=C1)OC1=NC=C(C=C1Cl)C(F)(F)F)=O 2-(4-((3-chloro-5-(trifluoromethyl)pyridin-2-yl)oxy)phenoxy)propanoic acid 1,4-dioxo-1,4-dihydronaphthalen-2-yl ester